(R)-1-(4-(3-(4-chlorophenoxy)benzyl)-2-methylpiperazine-1-carbonyl)-1H-pyrazole-3-carboxamide ClC1=CC=C(OC=2C=C(CN3C[C@H](N(CC3)C(=O)N3N=C(C=C3)C(=O)N)C)C=CC2)C=C1